ClC1=CC=C(CN2C3(CN(C3)C=3SC=C(N3)C(F)(F)F)C(N(CC2=O)C(C)C)=O)C=C1 5-(4-chlorobenzyl)-8-isopropyl-2-(4-(trifluoromethyl)thiazol-2-yl)-2,5,8-triazaspiro-[3.5]nonane-6,9-dione